BrC1=CC(=C(C=C1)C1=C2C(=C(N=N1)N[C@H]1CN(CCC1)C(=O)OC(C)(C)C)N=CC=C2)OC tert-butyl (R)-3-((5-(4-bromo-2-methoxyphenyl)pyrido[2,3-d]pyridazin-8-yl)amino)piperidine-1-carboxylate